CC1=NN(C=C1)CNC=O (3(s)-methyl-1H-pyrazole-1-yl)methyl-formamide